(S)-N2-[1-(4-fluorophenyl)ethyl]-6-(2-methoxythiazol-5-yl)-N4-(pyrazin-2-yl)pyrimidine-2,4-diamine FC1=CC=C(C=C1)[C@H](C)NC1=NC(=CC(=N1)NC1=NC=CN=C1)C1=CN=C(S1)OC